ClC1=C(C(=C(C=C1OC)OC)Cl)NC1=NC=CC=C1C1=NC(=NC=N1)NC1=CC=C(C=C1)N(C)C N-(4-(2-((2,6-dichloro-3,5-dimethoxyphenyl)amino)pyridin-3-yl)-1,3,5-triazin-2-yl)-N4,N4-dimethylbenzene-1,4-diamine